CC1=C(NC2=CC=CC=C2)C(=CC=C1)C 2,6-Dimethyl-N-phenylaniline